2-{4-[2-Methyl-6-(5-pyridin-4-yl-thiazol-2-ylamino)-pyrimidin-4-yl]-piperazin-1-yl}-ethanol hydrochloride salt Cl.CC1=NC(=CC(=N1)N1CCN(CC1)CCO)NC=1SC(=CN1)C1=CC=NC=C1